4-fluoro-N-(3-(3-morpholinoquinoxaline-6-carbonyl)phenyl)benzamide FC1=CC=C(C(=O)NC2=CC(=CC=C2)C(=O)C=2C=C3N=C(C=NC3=CC2)N2CCOCC2)C=C1